5-(2-butylpyridin-5-yl)quinoline cesium [Cs].C(CCC)C1=NC=C(C=C1)C1=C2C=CC=NC2=CC=C1